tert-butyl N-((2-(((chloromethoxy)carbonyl)(methyl)amino)pyridin-3-yl)methyl)-N-((((di-tert-butoxyphosphoryl)oxy)methoxy)carbonyl)glycinate ClCOC(=O)N(C1=NC=CC=C1CN(CC(=O)OC(C)(C)C)C(=O)OCOP(=O)(OC(C)(C)C)OC(C)(C)C)C